NCC(=O)N(C)C(CC1=CC2=C(SCO2)C=C1)C 2-amino-N-(1-(benzo[d][1,3]oxathiol-6-yl)propan-2-yl)-N-methylacetamide